ClC(C(C(=O)[O-])(Cl)Cl)(Cl)Cl pentachloropropionic acid anion